C(C)(C)(C)N1N=C(C=C1NC(OCC1=CC=CC=C1)=O)[C@H]1C[C@H]([C@@H](C1)O)F |r| benzyl (1-(tert-butyl)-3-(rac-(1R,3R,4R)-3-fluoro-4-hydroxycyclopentyl)-1H-pyrazol-5-yl)carbamate